(chlorosulfonyl)-2H-benzo[b][1,4]oxazine-4(3H)-carboxylic acid tert-butyl ester C(C)(C)(C)OC(=O)N1C2=C(OC(C1)S(=O)(=O)Cl)C=CC=C2